1-((3R,4S)-4-((5-(1-(3,3-difluorocyclobutyl)-1H-benzo[d][1,2,3]triazol-6-yl)-4-methoxypyrrolo[2,1-f][1,2,4]triazin-2-yl)amino)-3-fluoropiperidin-1-yl)ethan-1-one-2,2,2-d3 FC1(CC(C1)N1N=NC2=C1C=C(C=C2)C=2C=CN1N=C(N=C(C12)OC)N[C@@H]1[C@@H](CN(CC1)C(C([2H])([2H])[2H])=O)F)F